2-cyclopropyl-7-methoxy-2H-indazole-5-carboxylic acid C1(CC1)N1N=C2C(=CC(=CC2=C1)C(=O)O)OC